N1=CC=C(C=C1)C1=NC2=C(N1)C=CC=C2 2-(4-pyridyl)-1H-benzimidazole